6-butoxy-s-triazine C(CCC)OC1=NC=NC=N1